5-morpholino-5-(3-(m-tolyl)-1H-pyrazol-1-yl)pyrazolo[1,5-a]pyrimidine-2-carboxylic acid ethyl ester C(C)OC(=O)C=1NN2C(=NC(C=C2)(N2N=C(C=C2)C=2C=C(C=CC2)C)N2CCOCC2)C1